N-vinyl-N-methyl-2-(methyl)propionamide C(=C)N(C(C(C)C)=O)C